3-(tert-butyl)-N,1-dimethyl-N-[2-(2,4-dimethylphenyl)-2,2-difluoroethyl]-5-[3-(trifluoromethyl)phenoxy]-1H-pyrazole-4-carboxamide C(C)(C)(C)C1=NN(C(=C1C(=O)N(CC(F)(F)C1=C(C=C(C=C1)C)C)C)OC1=CC(=CC=C1)C(F)(F)F)C